tert-butyl 6-[(4-bromo-2-oxo-1-pyridyl)methylene]-2-azaspiro[3.3]heptane-2-carboxylate BrC1=CC(N(C=C1)C=C1CC2(CN(C2)C(=O)OC(C)(C)C)C1)=O